(S)-6-methyl-4-(naphthalen-2-ylsulfonyl)-2-vinyl-3,4-dihydro-2H-benzo[b][1,4]Oxazine CC1=CC2=C(O[C@H](CN2S(=O)(=O)C2=CC3=CC=CC=C3C=C2)C=C)C=C1